BrC=1C(=CC2=C(OCC(N2CCN(C)C)=O)C1)OC 7-bromo-4-(2-(dimethylamino)ethyl)-6-methoxy-2H-benzo[b][1,4]oxazine-3(4H)-one